(3S,7aS)-methyl 3-(((tert-butyldimethylsilyl)oxy)methyl)hexahydro-1H-pyrrolizine-7a-carboxylate [Si](C)(C)(C(C)(C)C)OC[C@@H]1CC[C@@]2(CCCN12)C(=O)OC